NC1=C(SC2=NC(=CC(=C21)C)NC(=O)OC(C)(C)C)C(=O)NCCC2=CC=C(C=C2)N2CCN(CC2)C(=O)OC(C)(C)C tert-Butyl 4-(4-(2-(3-amino-6-((tert-butoxycarbonyl)amino)-4-methylthieno[2,3-b]pyridine-2-carboxamido)ethyl)phenyl)piperazine-1-carboxylate